FC1=C(C(=C(C(=C1[B-](C1=C(C(=C(C(=C1F)F)F)F)F)(C1=C(C(=C(C(=C1F)F)F)F)F)C1=C(C(=C(C(=C1F)F)F)F)F)F)F)F)F.C(C)(=O)C1=CC=C(C=C1)SC1=CC=C(C=C1)[S+](C1=CC=C(C=C1)SC1=CC=C(C=C1)C(C)=O)C1=CC=C(C=C1)SC1=CC=C(C=C1)C(C)=O tris[4-(4-acetylphenylsulfanyl)phenyl]sulfonium tetrakis(pentafluorophenyl)borate